ethyl 1-(hydroxymethyl)cyclopropane-1-carboxylate OCC1(CC1)C(=O)OCC